(S)-N-(4-((2-((5-(tert-butyl)-1-(1-(2-fluoroethyl)pyrrolidin-3-yl)-1H-pyrazol-3-yl)amino)-7-methoxy-1-methyl-1H-imidazo[4,5-b]pyridin-6-yl)oxy)pyridin-2-yl)cyclopropanecarboxamide C(C)(C)(C)C1=CC(=NN1[C@@H]1CN(CC1)CCF)NC=1N(C=2C(=NC=C(C2OC)OC2=CC(=NC=C2)NC(=O)C2CC2)N1)C